CN1CC(C(CC1)NC=1C=2C=C(N(C2C=CC1)CC(F)(F)F)C#CCNC1=C(C=C(C=C1)S(=O)(=O)C)OC)C N-(1,3-dimethylpiperidin-4-yl)-2-(3-((2-methoxy-4-(methylsulfonyl)phenyl)amino)prop-1-yn-1-yl)-1-(2,2,2-trifluoroethyl)-1H-indol-4-amine